ClC=1C(=NC(=NC1)NC=1C=NN(C1)CC)C1=CC=C(C(=O)N[C@@H](C)C#N)C=C1 (S)-4-(5-chloro-2-((1-ethyl-1H-pyrazol-4-yl)amino)pyrimidin-4-yl)-N-(1-cyanoethyl)benzamide